4-[(4-fluorophenyl)(3-methoxyphenyl)methylene]piperidine trifluoroacetate salt FC(C(=O)O)(F)F.FC1=CC=C(C=C1)C(=C1CCNCC1)C1=CC(=CC=C1)OC